[CH-]=CCC butenide